5'-O-(4,4'-dimethoxytrityl)-thymidine COC1=CC=C(C(C2=CC=C(C=C2)OC)(C2=CC=CC=C2)OC[C@@H]2[C@H](C[C@@H](O2)N2C(=O)NC(=O)C(C)=C2)O)C=C1